BrC=1C=NC=2CCN(CC2C1)C1=NC=2N(C=C1C)C(N(N2)C)=O 7-(3-bromo-7,8-dihydro-5H-1,6-naphthyridin-6-yl)-2,6-dimethyl-[1,2,4]triazolo[4,3-a]pyrimidin-3-one